BrC1=C2C3(C(NC2=CC=C1)=O)CCC(CC3)OC=3C=C1C=NN(C1=CC3)C(=O)OC(C)(C)C Tert-butyl 5-(4'-bromo-2'-oxo-spiro[cyclohexane-4,3'-indoline]-1-yl)oxyindazole-1-carboxylate